OC=1C(=CC2=CC=CC=C2C1N=NC1=CC=CC=C1)C(=O)[O-].OC=1C(=CC2=CC=CC=C2C1N=NC1=CC=CC=C1)C(=O)[O-].[Cu+2] copper bis[3-hydroxy-4-(phenylazo)-2-naphthalenecarboxylate]